CC1=C(C(C2=CC=CC=C2C1=O)=O)CC1=C(C(=O)N)C=CC=N1 ((3-methyl-1,4-dioxo-1,4-dihydronaphthalen-2-yl)methyl)nicotinamide